P(=S)(OC(C1=CC=C(C=C1)N)(C1=CC=C(C=C1)N)C1=CC=C(C=C1)N)([O-])[O-] tris-aminotrityl thiophosphate